(2-(trifluoromethyl)pyrazolo[1,5-a]pyridin-3-yl)methanone FC(C1=NN2C(C=CC=C2)=C1C=O)(F)F